2-[2-chloro-4-[[3-fluoro-4-[1-methyl-4-(trifluoromethyl)imidazol-2-yl]phenyl]methoxy]pyrimidin-5-yl]propan-2-ol ClC1=NC=C(C(=N1)OCC1=CC(=C(C=C1)C=1N(C=C(N1)C(F)(F)F)C)F)C(C)(C)O